C(C)OC1C(C(C1)=O)Br 3-ethoxy-2-bromocyclobutanone